FC(OC=1N=CC(=NC1)NC1=NN2C(C=C(C=C2)C=2N(N=CC2OC[C@@H]2N(CC2)CC)C)=C1)F N-[5-(difluoromethoxy)pyrazin-2-yl]-5-[4-[[(2R)-1-ethylazetidin-2-yl]methoxy]-2-methyl-pyrazol-3-yl]pyrazolo[1,5-a]pyridin-2-amine